bismuth-germanium-tellurium-selenium [Se].[Te].[Ge].[Bi]